OC=1C=C2CCN(C(C2=CC1)=O)C=1SC=CN1 6-hydroxy-2-(thiazol-2-yl)-3,4-dihydro-isoquinolin-1(2H)-one